2,4,6-triphenoxy-1-bromobenzene O(C1=CC=CC=C1)C1=C(C(=CC(=C1)OC1=CC=CC=C1)OC1=CC=CC=C1)Br